(1S,3R)-N-(5-chloro-4-(7-fluoro-3-isopropyl-2-methyl-2H-indazol-5-yl)pyridin-2-yl)-3-(2-(thiazol-4-yl)acetamido)cyclohexane-1-carboxamide ClC=1C(=CC(=NC1)NC(=O)[C@@H]1C[C@@H](CCC1)NC(CC=1N=CSC1)=O)C1=CC2=C(N(N=C2C(=C1)F)C)C(C)C